N1(N=CC=C1[2H])C1=C(C=CC=C1)C(N)([2H])[2H] (2-(1H-pyrazol-1-yl-5-d)phenyl)methan-d2-amine